(R)-3-(2-amino-2-phenylethyl)-5-(2-fluoro-3-methoxyphenyl)-1-(2-fluoro-6-(trifluoromethyl)benzyl)-6-methylpyrimidine-2,4(1H,3H)-dione Hydrochloride Salt Cl.N[C@@H](CN1C(N(C(=C(C1=O)C1=C(C(=CC=C1)OC)F)C)CC1=C(C=CC=C1C(F)(F)F)F)=O)C1=CC=CC=C1